C(C=C)OC=1C=C(C(=NC1)N1C(N(C=2C=NC=3C=C(C(=CC3C21)C=2C=NN(C2)C)OC)C)=O)F 1-(5-Allyloxy-3-fluoropyridin-2-yl)-7-methoxy-3-methyl-8-(1-methyl-1H-pyrazol-4-yl)-1,3-dihydroimidazo[4,5-c]quinolin-2-one